trans-4-((4-(2-Cyclopropyloxazol-4-yl)pyridin-2-yl)((trans-4-(5-methoxy-6-methylpyridin-2-yl)cyclohexyl)methyl)carbamoyl)cyclohexyl (2-hydroxy-2-methylbutyl)carbamate OC(CNC(O[C@@H]1CC[C@H](CC1)C(N(C[C@@H]1CC[C@H](CC1)C1=NC(=C(C=C1)OC)C)C1=NC=CC(=C1)C=1N=C(OC1)C1CC1)=O)=O)(CC)C